BrC=1C=C2C(=NN(C(C2=CC1)=S)CC(=O)NC1=NC=C(C=N1)F)C(F)F 2-[6-bromo-4-(difluoromethyl)-1-thioxophthalazin-2-yl]-N-(5-fluoropyrimidin-2-yl)acetamide